(+/-)-tert-butyl ((R)-1-((R)-3,4-dihydro-1H-[1,4]oxazino[4,3-b]indazol-1-yl)ethyl)(methyl)carbamate [C@@H]1(OCCN2N=C3C=CC=CC3=C21)[C@@H](C)N(C(OC(C)(C)C)=O)C |r|